(5S)-2-{[1-(2,4-Difluorophenyl)cyclopropyl]methyl}-3-oxo-2,3,5,6,7,8-hexahydro[1,2,4]triazolo[4,3-a]pyridin FC1=C(C=CC(=C1)F)C1(CC1)CN1N=C2N(CCCC2)C1=O